5-((5-(3-(8-(4-((R)-3-(benzyloxy)pyrrolidin-1-yl)butanoyl)-2,8-diazaspiro[5.5]undecan-2-yl)-3-oxopropyl)-4-chloro-2-formylphenoxy)methyl)nicotinamide C(C1=CC=CC=C1)O[C@H]1CN(CC1)CCCC(=O)N1CC2(CCCN(C2)C(CCC=2C(=CC(=C(OCC=3C=NC=C(C(=O)N)C3)C2)C=O)Cl)=O)CCC1